trans-tert-Butyl 3a-methylhexahydropyrrolo[3,4-c]pyrrole-2(1H)-carboxylate C[C@@]12[C@H](CNC1)CN(C2)C(=O)OC(C)(C)C